C1(CC1)C(=O)N1[C@H]([C@H](CCC1)NS(=O)(=O)C)CO[C@@H]1CC[C@@H](CC1)C1=C(C(=CC=C1)F)F N-((2R,3S)-1-(cyclopropylcarbonyl)-2-(((cis-4-(2,3-difluorophenyl)cyclohexyl)oxy)-methyl)piperidin-3-yl)methanesulfonamide